tert-butyl (6-(5-(aminomethyl)-1-methyl-1H-pyrazol-4-yl)-2-methyl pyridin-3-yl)carbamate NCC1=C(C=NN1C)C1=CC=C(C(=N1)C)NC(OC(C)(C)C)=O